(1S,2S)-2-[(dimethylamino)methyl]-N-(7-{6-[(1S)-1-hydroxybutyl]-4-methylpyridin-3-yl}-2,6-naphthyridin-3-yl)cyclopropane-1-carboxamide CN(C)C[C@@H]1[C@H](C1)C(=O)NC=1N=CC2=CC(=NC=C2C1)C=1C=NC(=CC1C)[C@H](CCC)O